ClCCN(C=1C(=NC(=NC1)C1=CC(=C(C=C1)C(F)(F)F)Cl)N1CC(CC1)CNC(OC(C)(C)C)=O)C(N)=O tert-butyl N-[[1-[5-(2-chloroethyl-carbamoylamino)-2-[3-chloro-4-(trifluoromethyl)phenyl]pyrimidin-4-yl]pyrrolidin-3-yl]methyl]carbamate